methyl (R,2Z,4E)-6-(benzyloxy)-7,7,7-trifluoro-3-hydroxy-6-methylhepta-2,4-dienoate C(C1=CC=CC=C1)O[C@](/C=C/C(=C/C(=O)OC)/O)(C(F)(F)F)C